C1OCC2C1CNC2C2=CC=C(C#N)C=C2 4-(hexahydro-1H-furo[3,4-c]pyrrol-4-yl)benzonitrile